OC=1C(=CC(=C2C=CC=NC12)C)C(C=1C=NC=CC1)NC(CCCCCCC(=O)O)=O 8-(((8-hydroxy-5-methylquinolin-7-yl)(pyridin-3-yl)methyl)amino)-8-oxooctanoic acid